FC=1C=CC2=C(N(C(=N2)C2=NON=C2C)CC=2C=CC(=NC2)C#N)C1 5-[[6-fluoro-2-(4-methyl-1,2,5-oxadiazol-3-yl)benzimidazol-1-yl]methyl]pyridine-2-carbonitrile